1-N-docosyl-2-pyrrolidone C(CCCCCCCCCCCCCCCCCCCCC)N1C(CCC1)=O